2-Nitro-N-(thiazol-5-ylmethyl)-5-(5-(trifluoromethyl)-4H-1,2,4-triazol-3-yl)aniline [N+](=O)([O-])C1=C(NCC2=CN=CS2)C=C(C=C1)C1=NN=C(N1)C(F)(F)F